COC1=C(C2=CC=C(C=C2C=C1)C(C)=O)C(C)=O 1,1'-(2-Methoxynaphthalene-1,6-diyl)bis(ethane-1-one)